2-[1-({[(2S)-pyrrolidin-2-yl]methyl}amino)pyrido[3,4-d]pyridazin-4-yl]-5-(trifluoromethyl)phenol N1[C@@H](CCC1)CNC1=C2C(=C(N=N1)C1=C(C=C(C=C1)C(F)(F)F)O)C=NC=C2